O1C(COC2=NC=CC=C21)COC2=NC(N1C(C3=CC=C(C=C3CC1)C#CC1=CC=NC=C1)=C2)=O 2-(2,3-Dihydro-[1,4]dioxino[2,3-b]pyridin-2-ylmethoxy)-9-pyridin-4-ylethynyl-6,7-dihydro-pyrimido[6,1-a]isoquinolin-4-one